CC1(O)C(C=C(O)C=C1)C ortho-dimethylhydroquinone